alanine-O-tert-butyl ester hydrogen chloride salt Cl.C(C)(C)(C)OC([C@@H](N)C)=O